5-chloro-2-((4-fluoro-2-methoxyphenyl)thio)-N-(6-oxo-1,6-dihydropyridazin-4-yl)-4-(trifluoromethyl)benzamide ClC=1C(=CC(=C(C(=O)NC=2C=NNC(C2)=O)C1)SC1=C(C=C(C=C1)F)OC)C(F)(F)F